C(C=C)C1(COC1)NS(=O)C(C)(C)C N-(3-allyloxetan-3-yl)-2-methylpropane-2-sulfinamide